N1N=CC2=CC(=CC=C12)C#CC1=NC(=NC=C1)C1=NC(=NC=C1)NCC(=O)N1CC(C1)(C)O ((4-((1H-indazol-5-yl)ethynyl)-[2,4'-bipyrimidin]-2'-yl)amino)-1-(3-hydroxy-3-methylazetidin-1-yl)ethanone